N-(1-(2,6-dichlorophenyl-methyl)-1H-pyrazol-4-yl)-5-(pyridin-2-yl)isoxazole-3-carboxamide ClC1=C(C(=CC=C1)Cl)CN1N=CC(=C1)NC(=O)C1=NOC(=C1)C1=NC=CC=C1